C[Si](C=C)(C)C1=C(C=CC=C1)[Si](C)(C)C=C bis(dimethyl-(vinyl)silyl)benzene